(S)-ethyl 2-(2-(4-(4-hydroxyphenyl)-2-methylpiperazin-1-yl)-6-(1H-indazol-1-yl)-9H-purin-9-yl)acetate OC1=CC=C(C=C1)N1C[C@@H](N(CC1)C1=NC(=C2N=CN(C2=N1)CC(=O)OCC)N1N=CC2=CC=CC=C12)C